N2-(2-((tert-butyldiphenylsilyl)oxy)ethyl)-3,3,3-trifluoro-N2-methylpropane-1,2-diamine [Si](C1=CC=CC=C1)(C1=CC=CC=C1)(C(C)(C)C)OCCN(C(CN)C(F)(F)F)C